CN(C1=C2C(=NC=C1C(=O)OCCF)NC=C2)C2CCC(CC2)CS(NC)(=O)=O 2-fluoroethyl 4-(methyl((1R,4R)-4-((N-methylsulfamoyl)methyl)cyclohexyl)amino)-1H-pyrrolo[2,3-b]pyridine-5-carboxylate